methyl 5-(1-((tert-butyldimethylsilyl)oxy)cyclopropyl)picolinate [Si](C)(C)(C(C)(C)C)OC1(CC1)C=1C=CC(=NC1)C(=O)OC